ClC1=C(COCC(C)(C)NC(=O)C=2C=C3C(=NC2OC)CCC3)C=C(C=C1)F N-(1-((2-chloro-5-fluorobenzyl)oxy)-2-methylpropan-2-yl)-2-methoxy-6,7-dihydro-5H-cyclopenta[b]pyridine-3-carboxamide